1-[2-[4-[(5-Cyclopropyl-1H-pyrazol-3-yl)amino]pyrimidin-2-yl]-2-azabicyclo[2.1.1]hexan-4-yl]ethanone C1(CC1)C1=CC(=NN1)NC1=NC(=NC=C1)N1C2CC(C1)(C2)C(C)=O